bis(((1S,2R,4S)-2-(methoxymethyl)-3-oxoquinuclidin-2-yl)methyl) cyclohexane-1,4-dicarboxylate C1(CCC(CC1)C(=O)OC[C@]1(N2CCC(C1=O)CC2)COC)C(=O)OC[C@]2(N1CCC(C2=O)CC1)COC